ClC1=C(NC2=NSC3=C2C=C(C=C3)C(OC)OC)C=CC=C1C1=CC3=C(OCCO3)C=C1 3-(2-Chloro-3-(1,4-benzodioxan-6-yl)anilino)-5-dimethoxymethylbenzisothiazole